Sodium thio-sulfate S(=S)(=O)([O-])[O-].[Na+].[Na+]